4-(4-((1R,5S)-3,8-diazabicyclo[3.2.1]octan-3-yl)-6-(2-chloro-4-methoxyphenoxy)-2-(((S)-1-methylpyrrolidin-2-yl)methoxy)quinazolin-7-yl)naphthalen-2-ol [C@H]12CN(C[C@H](CC1)N2)C2=NC(=NC1=CC(=C(C=C21)OC2=C(C=C(C=C2)OC)Cl)C2=CC(=CC1=CC=CC=C21)O)OC[C@H]2N(CCC2)C